CC1=NC=C(C(=O)NC[C@H]2N(CCC2)C)C=C1NC1=NN(C=2C=3N(N=CC21)C=C(C3)C=3C=NN(C3)C)C (S)-6-methyl-5-((1-methyl-8-(1-methyl-1H-pyrazol-4-yl)-1H-pyrazolo[3,4-d]pyrrolo[1,2-b]pyridazin-3-yl)amino)-N-((1-methylpyrrolidin-2-yl)methyl)nicotinamide